2-Chloro-5-{[(3-hydroxy-2,2-dimethylpropionyl)amino]methyl}-N-[1-(5-methylpyridin-3-yl)-1H-indazol-4-yl]benzamide ClC1=C(C(=O)NC2=C3C=NN(C3=CC=C2)C=2C=NC=C(C2)C)C=C(C=C1)CNC(C(CO)(C)C)=O